tert-butyl 2-(2-(6-(2-(3-(N,N-bis(4-methoxybenzyl)sulfamoyl)-1H-pyrazol-1-yl)ethoxy)pyridazin-4-yl)-6-isopropylphenyl)acetate COC1=CC=C(CN(S(=O)(=O)C2=NN(C=C2)CCOC2=CC(=CN=N2)C2=C(C(=CC=C2)C(C)C)CC(=O)OC(C)(C)C)CC2=CC=C(C=C2)OC)C=C1